4-[5-[(2S)-2-methylazetidin-1-yl]-1H-pyrazolo[4,3-d]pyrimidin-7-yl]benzamide C[C@@H]1N(CC1)C=1N=C(C2=C(N1)C=NN2)C2=CC=C(C(=O)N)C=C2